5-(5-(4-(4,4-Difluoropiperidin-1-yl)cyclohexyl)-3-isopropyl-1H-indol-2-yl)-1,3-dimethylpyridin-2(1H)-on FC1(CCN(CC1)C1CCC(CC1)C=1C=C2C(=C(NC2=CC1)C=1C=C(C(N(C1)C)=O)C)C(C)C)F